N-(5-(2-((3aR,5r,6aS)-2-(2,2,2-trifluoroethyl)octa-hydrocyclopenta[c]pyrrol-5-yl)ethoxy)-1H-indol-3-yl)bicyclo[1.1.1]pentane-1-carboxamide FC(CN1C[C@@H]2[C@H](C1)CC(C2)CCOC=2C=C1C(=CNC1=CC2)NC(=O)C21CC(C2)C1)(F)F